N-(2-(2-(2,6-difluorophenyl)hydrazino)ethyl)-2-methylsulfanyl-5-bromopyrimidine-4-carboxamide FC1=C(C(=CC=C1)F)NNCCNC(=O)C1=NC(=NC=C1Br)SC